2-methylsulfonyl-thiophene 2-pyridylmethacrylate N1=C(C=CC=C1)OC(C(=C)C)=O.CS(=O)(=O)C=1SC=CC1